C(C)C(CO)CC(CO)CC 2,4-Diethyl-1,5-pentanediol